NCC(=O)OCCOCCOC(CN)=O oxybis(ethane-2,1-diyl) bis(2-aminoacetate)